FC(C=1C=C(C(=O)O)C=CC1)(F)F 3-(trifluoromethyl)benzoic acid